C[C@@H]1CNS(C2=C(O1)C=C(C=C2)OCCOCCNC(OC(C)(C)C)=O)(=O)=O Tert-butyl (R)-(2-(2-((4-methyl-1,1-dioxido-3,4-dihydro-2H-benzo[b][1,4,5]oxathiazepin-7-yl)oxy)ethoxy)ethyl)carbamate